N-(5-amino-4-methoxy-2-morpholinophenyl)acrylamide NC=1C(=CC(=C(C1)NC(C=C)=O)N1CCOCC1)OC